2-((5-chloro-2-(2,4-dichlorophenoxy)phenoxy)methyl)oxirane ClC=1C=CC(=C(OCC2OC2)C1)OC1=C(C=C(C=C1)Cl)Cl